O1[C@H](CCC1)COC=1C=NC=CC1CN 1-(3-{[(2R)-oxolan-2-yl]methoxy}pyridin-4-yl)methanamine